C(C)C1=NC2=C(C=C(C=C2NC1=O)CN1CCN(CC1)C=1C=CC(=NC1C)C(=O)NC1COC1)F 5-(4-((2-ethyl-8-fluoro-3-oxo-3,4-dihydroquinoxalin-6-yl)methyl)piperazin-1-yl)-6-methyl-N-(oxetan-3-yl)picolinamide